C1(=CC=CC=C1)[Si](C1=CC=C(C=C1)[PH2]=O)(C1=CC=CC=C1)C1=CC=CC=C1 4-triphenylsilylphenyl-phosphine oxide